FC=1C=CC2=C(C(=C(O2)[C@H](C(C)C)NC(NC2CCN(CC2)C(=O)OC)=O)C)C1 |o1:9| rel-methyl (S)-4-(3-(1-(5-fluoro-3-methylbenzofuran-2-yl)-2-methylpropyl)ureido)piperidine-1-carboxylate